N-(5-(2,2-difluoroacetamido)-2,4-difluorophenyl)-3-fluorobenzamide FC(C(=O)NC=1C(=CC(=C(C1)NC(C1=CC(=CC=C1)F)=O)F)F)F